C(N)(OC1(CC=CC=C1)CCC(CC#CI)=O)=O O-1-(6-iodo-3-oxohex-5-ynyl)phenyl carbamate